3-Methyl-2-((1S,6S)-6-nitrocyclohex-3-en-1-yl)-7-((thiophen-2-ylmethyl)amino)thieno[3,2-b]pyridine-5-carbonitrile CC1=C(SC=2C1=NC(=CC2NCC=2SC=CC2)C#N)[C@H]2CC=CC[C@@H]2[N+](=O)[O-]